C(#N)C1=NC(=CC=C1N1C[C@H](CC(C1)(F)F)CC(=O)OC)C=1N=NN(C1CO)C methyl (S)-2-(1-(2-cyano-6-(5-(hydroxymethyl)-1-methyl-1H-1,2,3-triazol-4-yl)pyridin-3-yl)-5,5-difluoropiperidin-3-yl)acetate